[Cl-].C(C)O[Si](CCC[N+](C)(C)C)(OCC)OCC 3-Triethoxysilylpropyl-trimethylammonium chloride